9-((4,4-bis(((Z)-oct-5-en-1-yl)oxy)butanoyl)oxy)-5-((4-(pyrrolidin-1-yl)butanoyl)oxy)nonyl (9Z,12Z)-octadeca-9,12-dienoate C(CCCCCCC\C=C/C\C=C/CCCCC)(=O)OCCCCC(CCCCOC(CCC(OCCCC\C=C/CC)OCCCC\C=C/CC)=O)OC(CCCN1CCCC1)=O